5-(2-ethoxy-3-pyridinyl)-N-(imidazo[1,5-a]pyridin-8-ylmethyl)-1-isopropyl-3-methyl-pyrazolo[4,3-b]pyridin-7-amine C(C)OC1=NC=CC=C1C1=CC(=C2C(=N1)C(=NN2C(C)C)C)NCC=2C=1N(C=CC2)C=NC1